C1(CC1)N1C[C@@H](CCC1)NC=1C(N(C(=NN1)C1=C(C=C(C=C1)C(F)(F)F)OC)C)=O (R)-6-((1-Cyclopropylpiperidin-3-yl)amino)-3-(2-methoxy-4-(trifluoromethyl)phenyl)-4-methyl-1,2,4-triazin-5(4H)-one